(3-hydroxyphenoxy)benzoic acid OC=1C=C(OC2=C(C(=O)O)C=CC=C2)C=CC1